ethyl 2-hydrazinylthiazole-4-carboxylate hydrogen bromide salt Br.N(N)C=1SC=C(N1)C(=O)OCC